ClC1=C(C=C(C=C1)Cl)NC(=S)NC1CN(C(C1)=O)C1=CC=C(C=C1)OC 1-(2,5-dichlorophenyl)-3-[1-(4-methoxyphenyl)-5-oxopyrrolidine-3-yl]thiourea